3-methylpyrrolidine-2-carboxylic acid hydrochloride Cl.CC1C(NCC1)C(=O)O